O[C@@H]1CN(CC1)C(=O)C1=CC=C(C=C1)NC1=NC=C(C(=N1)NCC=1C(=NC=CC1)N(S(=O)(=O)C)C)C(F)(F)F N-{3-[({2-[(4-{[(3S)-3-hydroxypyrrolidin-1-yl]carbonyl}phenyl)amino]-5-(trifluoromethyl)pyrimidin-4-yl}amino)methyl]pyridin-2-yl}-N-methylmethane-sulfonamide